ClC=1C(=C(C(=CC1)N1N=NN=C1)C=1C=CC(=[N+](C1)[O-])[C@@H](CC1CC1)N1N=CC(=C1)C=1N(N=CC1C#N)C(F)F)F |o1:19| (R*)-5-(3-Chloro-2-fluoro-6-(1H-tetrazol-1-yl)phenyl)-2-(1-(4-cyano-2-(difluoromethyl)-1'H,2H-[3,4'-bipyrazol]-1'-yl)-2-cyclopropylethyl)pyridine 1-oxide